CN1N=CC2=C1C(N(CC2)C2=C(C=C(C=C2)C2=NC1=C(C=C(N=C1C=C2)C(F)(F)F)C)C)=O 1-Methyl-6-(2-methyl-4-(8-methyl-6-(trifluoromethyl)-1,5-naphthyridin-2-yl)phenyl)-1,4,5,6-tetrahydro-7H-pyrazolo[3,4-c]pyridin-7-on